4,4-dimethyl-2-oxazolidinone CC1(NC(OC1)=O)C